ClC1=CC=C(C=C1)CC(=O)O.C1=CC=CC=2C3=CC=CC=C3NC12 (9H-carbazole) 2-(4-chlorophenyl)acetate